FC1=C(C=C(C=C1)F)[C@@H]1N(C[C@H](C1)F)C=1N=CC=2N(C1)C(=NN2)C(=O)O 6-((2R,4S)-2-(2,5-difluorophenyl)-4-fluoropyrrolidin-1-yl)-[1,2,4]triazolo[4,3-a]pyrazine-3-carboxylic acid